FC(C(=O)[O-])(F)F.ClC=1C=CC(=C(C1)C1=NOC(=N1)C1CC12CCN(CC2)S(=O)(=O)C=2[N+](=NOC2O)C)OC 4-({1-[3-(5-chloro-2-methoxyphenyl)-1,2,4-oxadiazol-5-yl]-6-azaspiro[2.5]oct-6-yl}sulfonyl)-5-hydroxy-3-methyl-1,2,3-oxadiazol-3-ium trifluoroacetate